C1(=C(C=CC=C1)[NH+](C1=C(C=CC=C1)C)[O-])C ditolyl-amine oxide